2-(1H-indol-3-yl)-2-(4-(piperazin-1-yl)phenyl)acetic acid ethyl ester C(C)OC(C(C1=CC=C(C=C1)N1CCNCC1)C1=CNC2=CC=CC=C12)=O